COC=1C=C(N)C=CC1N1CCC(CC1)C(F)(F)F 3-methoxy-4-(4-(trifluoromethyl)piperidin-1-yl)aniline